((2S,5R)-5-((5-(cyclobutanecarbonyl)-7H-pyrrolo[2,3-d]pyrimidin-4-yl)amino)-2-methylpiperidin-1-yl)prop-2-en-1-one C1(CCC1)C(=O)C1=CNC=2N=CN=C(C21)N[C@@H]2CC[C@@H](N(C2)C(C=C)=O)C